C(CCCC)C(COC(CCCCN(C(OCCN(CCOC(N(CCCCC(=O)OCC(CCCCC)CCCCC)CCCCCCCC)=O)CCCN(CC)CC)=O)CCCCCCCC)=O)CCCCC Bis(2-pentylheptyl)11-(3-(diethylamino)propyl)-6,16-dioctyl-7,15-dioxo-8,14-dioxa-6,11,16-triazahenicosanedioate